C[C@@H]1CN(CCN1)C(=O)C1=CC=CC=C1 (R)-(3-methylpiperazin-1-yl)(phenyl)methanone